C(CCCC)OCOCCC=CCCO 6-hydroxy-3-hexenyl pentoxymethyl ether